4,4',4''-s-triazine-2,4,6-triyl-tribenzoate N1=C(N=C(N=C1C1=CC=C(C(=O)[O-])C=C1)C1=CC=C(C(=O)[O-])C=C1)C1=CC=C(C(=O)[O-])C=C1